ClC1=CC=C(C=C1)C1C2=C(NC3=C(O1)C=CC=C3)CCC2=O 10-(4-Chlorophenyl)-2,3,4,10-tetrahydro-1H-benzo[b]cyclopenta[e][1,4]oxazepine-1-One